4,6-dichloro-5-(2-methoxyphenoxy)-2,2'-bipyrimidinyl ClC1=NC(=NC(=C1OC1=C(C=CC=C1)OC)Cl)C1=NC=CC=N1